BrCCOC1=C(C=CC(=C1F)F)[C@H]1[C@@H](O[C@]([C@H]1C)(C(F)(F)F)C)C(=O)OC methyl (2R,3S,4S,5R)-3-(2-(2-bromoethoxy)-3,4-difluorophenyl)-4,5-dimethyl-5-(trifluoromethyl)tetrahydrofuran-2-carboxylate